1-(3-((6-((5-methylthiazol-2-yl)amino)-1-propyl-1H-pyrrolo[3,2-c]pyridin-4-yl)oxy)pyrrolidin-1-yl)prop-2-en-1-one CC1=CN=C(S1)NC1=CC2=C(C(=N1)OC1CN(CC1)C(C=C)=O)C=CN2CCC